NC1=NC(=NN2C1=NC=C2CC=2C=C(C(=NC2)N2CCN(CC2)C(CCCCN(C)C)=O)C)OCCCC 1-(4-(5-((4-amino-2-butoxyimidazo[2,1-f][1,2,4]triazin-7-yl)methyl)-3-methylpyridin-2-yl)piperazin-1-yl)-5-(dimethylamino)pentan-1-one